7-(3-hydroxypropyl)-4-methyl-2-[3-(trifluoromethoxy)phenoxy]-1H,4H,5H,6H,7H,8H-imidazo[4,5-e][1,4]diazepine-5,8-dione OCCCN1CC(N(C2=C(C1=O)NC(=N2)OC2=CC(=CC=C2)OC(F)(F)F)C)=O